BrC1=C(C=C2C(=NC(=NC2=C1F)C(=O)OCC)Cl)I Ethyl 7-bromo-4-chloro-8-fluoro-6-iodoquinazoline-2-carboxylate